N1C=CC=2C1=NC=C(C2)C=2C=C(C=CC2)SCC(=O)NC2=CC(=C(C=C2)C)C(F)(F)F 2-((3-(1H-pyrrolo[2,3-b]pyridin-5-yl)phenyl)thio)-N-(4-methyl-3-(trifluoromethyl)phenyl)acetamide